4-(4-fluoro-2-methoxy-5-nitrophenoxymethyl)-1,3-benzothiazole FC1=CC(=C(OCC2=CC=CC3=C2N=CS3)C=C1[N+](=O)[O-])OC